CC(\C=C\C=C\CC)=O (E,E)-3,5-octadien-2-one